perfluorobutanesulfonic acid dimethyldineopentylammonium salt C[N+](CC(C)(C)C)(CC(C)(C)C)C.FC(C(C(C(F)(F)F)(F)F)(F)F)(S(=O)(=O)[O-])F